butanediperoxoic acid C(CC(=O)OO)C(=O)OO